(S)-4-(3-(2-chloroacetyl)-5-(1-cyclobutylethyl)-2-methyl-1H-pyrrol-1-yl)benzonitrile ClCC(=O)C1=C(N(C(=C1)[C@@H](C)C1CCC1)C1=CC=C(C#N)C=C1)C